ClC1=C2C(=C[N+](=C1)[O-])NC(=C2)C(=O)N[C@@H]2[C@H]([C@H]1C([C@@H](C2)C1)(C)C)C 4-chloro-6-oxido-N-[(1S,2S,3S,5R)-2,6,6-trimethylnorpinan-3-yl]-1H-pyrrolo[2,3-c]pyridin-6-ium-2-carboxamide